N-benzyl-3-methyl-(dimethoxysilyl)propane-1-amine C(C1=CC=CC=C1)NC(CCC)[SiH](OC)OC